N1=C(N=CC=C1)CC1=NC=C(C(=C1O)CO)CO pyrimidyl-(pyridoxine)